1-(4-isopropylphenyl)ethylamine C(C)(C)C1=CC=C(C=C1)C(C)N